2-amino-3-(4-((4-(cyclopropylamino)-5-(trifluoromethyl)pyrimidin-2-yl)amino)-3-ethoxyphenyl)propionic acid NC(C(=O)O)CC1=CC(=C(C=C1)NC1=NC=C(C(=N1)NC1CC1)C(F)(F)F)OCC